C1(CC1)N1N=C(C(=C1)O)C cyclopropyl-3-methyl-1H-pyrazol-4-ol